CC(=CCC/C(=C/CCC(C)(C=C)O)/C)C alpha-Nerolidol